6-(Cyclopropanecarboxamido)-4-((3,4-dimethoxypyrazolo[1,5-a]pyridin-5-yl)amino)-N-(methyl-d3)nicotinamide C1(CC1)C(=O)NC1=NC=C(C(=O)NC([2H])([2H])[2H])C(=C1)NC1=C(C=2N(C=C1)N=CC2OC)OC